N-(4-Amino-2-tetrahydropyran-2-yl-pyrazolo[4,3-c]pyridin-7-yl)-N'-cyclopropyl-N'-[[4-(trifluoromethyl)phenyl]methyl]oxamide Copper [Cu].NC1=NC=C(C=2C1=CN(N2)C2OCCCC2)NC(=O)C(=O)N(CC2=CC=C(C=C2)C(F)(F)F)C2CC2